ICCCCCC=CC1=CC=CC=C1 iodoamyl-styrene